N[C@H](C(=O)O)CC1=C(NC2=CC=CC=C12)C (S)-2-amino-3-(2-methyl-1H-indol-3-yl)propionic acid